C(C)(C)(C)OC(NS(NC1=CC(=CC=C1)CC1=NNC(C2=CC(=C(C=C12)OC)OC)=O)(=O)=O)=O (N-(3-((6,7-dimethoxy-4-oxo-3,4-dihydro-phthalazin-1-yl)methyl)phenyl)sulfamoyl)carbamic acid tert-butyl ester